(ethoxymethylene)propanedioic acid, diethyl ester C(C)OC=C(C(=O)OCC)C(=O)OCC